COC1=C(C=CC(=C1)C=CC)[O-] 2-methoxy-4-(prop-1-enyl)phenolate